(S)-7-bromo-2-methyl-6-((tetrahydrofuran-3-yl)oxy)-4H-benzo[d][1,3]oxazin-4-one BrC=1C(=CC2=C(N=C(OC2=O)C)C1)O[C@@H]1COCC1